(R)-1-(2-methoxy-4-(trifluoromethyl)phenyl)-N-methylethan-1-amine hydrogen chloride Cl.COC1=C(C=CC(=C1)C(F)(F)F)[C@@H](C)NC